1-Tert-butyl 4-(6-(difluoromethoxy)-3-methoxypyridin-2-yl)piperazine-1-carboxylate FC(OC1=CC=C(C(=N1)N1CCN(CC1)C(=O)OC(C)(C)C)OC)F